C(C)OC1=C(C=CC=C1)C(/C=C(/C=O)\C)(CC=C(C)C)C (E)-4-(2-ethoxyphenyl)-2,4,7-trimethyloct-2,6-dienal